O1CC[C@@H](C2=CC=CC=C12)NC(=O)C=1C=CC2=C(N=C(S2)C=2C=NC=CC2C)C1 (S)-N-(chroman-4-yl)-2-(4-methylpyridin-3-yl)benzo[d]Thiazole-5-carboxamide